FC(OC1CCC(CC1)N)F (1R,4R)-4-(difluoromethoxy)cyclohexane-1-amine